OC=1C(=CC(CC1)(C(=O)O)CCOC(C=C)=O)N1N=C2C(=N1)C=CC=C2 2-[2-hydroxy-5-(2-acryloyloxyethyl)-5-carboxyphenyl]benzotriazole